4-(2-(4-methoxybenzylidene)hydrazino)-2-(prop-2-yn-1-ylthio)-6-(trifluoromethyl)pyrimidine COC1=CC=C(C=NNC2=NC(=NC(=C2)C(F)(F)F)SCC#C)C=C1